FC(C=1OC(=NN1)C1=CC=C(C=C1)CN1N=C(N=N1)C1=CN=CC2=CC=CC=C12)F 2-(difluoromethyl)-5-(4-((5-(isoquinolin-4-yl)-2H-tetrazol-2-yl)methyl)phenyl)-1,3,4-oxadiazole